C(\C=C/C(=O)[O-])(=O)OOCCCC 1-butyl peroxymaleate